1-[4-(n-butyl)phenyl]-1-(4'-dimethylsilylphenyl)ethylene C(CCC)C1=CC=C(C=C1)C(=C)C1=CC=C(C=C1)[SiH](C)C